(3-Acryloyloxypropyl)dimethyl-methoxysilane tert-butyl-3-(2-(allyloxy)ethoxy)propanoate C(C)(C)(C)OC(CCOCCOCC=C)=O.C(C=C)(=O)OCCC[Si](OC)(C)C